C(C)(=O)NC1C(C2OC(OCC2OC1OC1=C(C=CC=C1)C(\C=C\C1=CC=CC=C1)=O)C=1OC=CC1)OC(C(=O)O)C 2-[[7-Acetamido-2-(furan-2-yl)-6-[2-[(E)-3-phenylprop-2-enoyl]phenoxy]-4,4a,6,7,8,8a-hexahydropyrano[3,2-d][1,3]dioxin-8-yl]oxy]propanoic acid